(5-(4,6-Dimethylpyrimidin-2-yl)hexahydropyrrolo[3,4-c]pyrrol-2(1H)-yl)(4-fluoro-2-(4-methyl-pyridin-2-yl)phenyl)methanone CC1=NC(=NC(=C1)C)N1CC2C(C1)CN(C2)C(=O)C2=C(C=C(C=C2)F)C2=NC=CC(=C2)C